(R)-N-(6-chloro-4-methoxypyridin-3-yl)-1-((2,2-dimethyl-1,3-dioxolan-4-yl)methyl)-3-(2-isopropylphenyl)azetidine-3-carboxamide ClC1=CC(=C(C=N1)NC(=O)C1(CN(C1)C[C@H]1OC(OC1)(C)C)C1=C(C=CC=C1)C(C)C)OC